C(=O)O.ClC=1C=C2CCCN(C2=C(C1)C1=C2C(=NC=C1)C=C(S2)CN2C(N(CCC2=O)CC(F)(F)F)=O)[C@@H]2CNCC2 (S)-3-((7-(6-chloro-1-(pyrrolidin-3-yl)-1,2,3,4-tetrahydroquinolin-8-yl)thieno[3,2-b]pyridin-2-yl)methyl)-1-(2,2,2-trifluoroethyl)dihydropyrimidine-2,4(1H,3H)-dione, formic acid salt